(6-((2-((4-(4-(1-(azetidin-3-yl)piperidin-4-yl)piperazin-1-yl)-2-Methoxy-5-(1-methyl-1H-pyrazol-4-yl)phenyl)amino)-5-bromopyrimidin-4-yl)amino)-2,3-dimethylphenyl) Trifluoroacetate FC(C(=O)OC1=C(C(=CC=C1NC1=NC(=NC=C1Br)NC1=C(C=C(C(=C1)C=1C=NN(C1)C)N1CCN(CC1)C1CCN(CC1)C1CNC1)OC)C)C)(F)F